CN([C@H]1CN(CC1)C(=O)C=1C=C2C(=NNC2=CC1)C#CC1=C(C=CC=C1)F)C (R)-(3-(Dimethylamino)pyrrolidin-1-yl)(3-((2-fluorophenyl)ethynyl)-1H-indazol-5-yl)methanone